trans-N'-(2-aminoacetyl)-4-[[2-chloro-6-[4-[4-[(4R)-4-amino-2-oxo-pyrrolidin-1-yl]phenyl]sulfonylpiperazin-1-yl]-4-pyridinyl]-difluoro-methyl]cyclohexanecarbohydrazide NCC(=O)NNC(=O)[C@@H]1CC[C@H](CC1)C(F)(F)C1=CC(=NC(=C1)N1CCN(CC1)S(=O)(=O)C1=CC=C(C=C1)N1C(C[C@H](C1)N)=O)Cl